N-methyl-N-(2-oxo-4-(o-tolyl)-2H-chromen-7-yl)acetamide CN(C(C)=O)C1=CC=C2C(=CC(OC2=C1)=O)C1=C(C=CC=C1)C